2-[1H-pyrrolo[2,3-b]pyridin-4-yl]pyrimidine-4-carbonitrile N1C=CC=2C1=NC=CC2C2=NC=CC(=N2)C#N